C(#N)C1=CC(=C(C=C1)NS(=O)(=O)C1=CNC=C1C1=CSC=C1)F N-(4-cyano-2-fluorophenyl)-4-thiophen-3-yl-1H-pyrrole-3-sulfonamide